C(C)OC(=O)C1=C(C(C=CC1)C)C(=O)OCC.ONC(CCCCCNC(=O)C1(CCOCC1)C1=CC2=CC=CC=C2C=C1)=O N-(6-(hydroxyamino)-6-oxohexyl)-4-(naphthalen-2-yl)tetrahydro-2H-pyran-4-carboxamide diethyl-3-methylcyclohexa-1,4-diene-1,2-dicarboxylate